BrC1=CC=C(C=C1)CC(=O)N1CC2=C(CC1)SC(=C2)C2=NOC(=N2)C(F)(F)F 2-(4-bromophenyl)-1-(2-(5-(trifluoromethyl)-1,2,4-oxadiazol-3-yl)-6,7-dihydrothieno[3,2-c]pyridin-5(4H)-yl)ethan-1-one